2-methyl-3-chloropropyl-dimethylmethoxysilane CC(C[Si](OC)(C)C)CCl